N1,N5-bis(3-aminopropyl)-N3-[3-(dimethylamino)propyl]benzene-1,3,5-tricarboxamide NCCCNC(=O)C1=CC(=CC(=C1)C(=O)NCCCN)C(=O)NCCCN(C)C